[2-(6-bromo-2-nitrophenyl) ethyl] thioacetate C(C)(=S)OCCC1=C(C=CC=C1Br)[N+](=O)[O-]